(1,4-dimethyl-1H-1,2,3-triazol-5-yl)-4-(phenyl-(tetrahydro-2H-pyran-4-yl)methyl)-4H-furo[2',3':4,5]Pyrrolo[3,2-b]Pyridine CN1N=NC(=C1C1=CC2=C(C3=NC=CC=C3N2C(C2CCOCC2)C2=CC=CC=C2)O1)C